5-(5-benzhydryl-2,5-diazabicyclo[2.2.2]oct-2-yl)-2-(2,6-dioxopiperidin-3-yl)-6-fluoroisoindoline-1,3-dione C(C1=CC=CC=C1)(C1=CC=CC=C1)N1C2CN(C(C1)CC2)C=2C=C1C(N(C(C1=CC2F)=O)C2C(NC(CC2)=O)=O)=O